N6-{(2S)-2-Amino-4-[{(1R)-1-[1-benzyl-4-(2,5-difluorophenyl)-1H-imidazol-2-yl]-2,2-dimethylpropyl}(glycoloyl)amino]butanoyl}-N2-[(2,5-dioxo-2,5-dihydro-1H-pyrrol-1-yl)acetyl]-L-lysin N[C@H](C(=O)NCCCC[C@H](NC(CN1C(C=CC1=O)=O)=O)C(=O)O)CCN(C(CO)=O)[C@H](C(C)(C)C)C=1N(C=C(N1)C1=C(C=CC(=C1)F)F)CC1=CC=CC=C1